tert-butyl (S)-(1-(3-bromo-6-chloropyridazin-4-yl)piperidin-3-yl)carbamate BrC=1N=NC(=CC1N1C[C@H](CCC1)NC(OC(C)(C)C)=O)Cl